FC1(CCN(CC1)C1=CC=C(C=N1)C1=C2C=C(C(=CC2=CC2=C1C(OC2)=O)OC)OC)F 9-(6-(4,4-difluoropiperidin-1-yl)pyridin-3-yl)-6,7-dimethoxynaphtho[2,3-c]furan-1(3H)-one